2-(3-(5'-fluoro-2'-(3-hydroxy-3-methylbut-1-yn-1-yl)-[1,1'-biphenyl]-4-yl)-2-oxotetrahydropyrimidin-1(2H)-yl)-4-methylthiazole-5-sulfonamide FC=1C=CC(=C(C1)C1=CC=C(C=C1)N1C(N(CCC1)C=1SC(=C(N1)C)S(=O)(=O)N)=O)C#CC(C)(C)O